O1CCN(CC1)CCCCC(=O)OC(CCC\C=C/CCCCC)C(CCC\C=C/CCCCC)CCC\C=C/CCCCC (6Z,16Z)-12-((Z)-dec-4-en-1-yl)docosa-6,16-dien-11-yl 5-morpholinopentanoate